P(=O)(OC[N+]1=CC(=CC=C1)C=1C=NN(C1)CC=1C=NC(=CC1)OCC1=CC=CC=C1)(O)[O-] (3-(1-((6-(benzyloxy)pyridin-3-yl)methyl)-1H-pyrazol-4-yl)pyridin-1-ium-1-yl)methyl hydrogen phosphate